C(CCCCC)OC=1C(C(=O)O)=CC=CC1.CC(C(=O)O)C 2-methylpropanoic acid hexyl-salicylate